3-(chlorosulfonyl)-4-cyclopropyl-2-fluorobenzoic acid methyl ester COC(C1=C(C(=C(C=C1)C1CC1)S(=O)(=O)Cl)F)=O